ClC1=CC(=C(C=C1)N1CCC(CC1)(C=1C=CC(=NC1)C=1C(=NC=CC1)OCC)NC(=O)[C@@H]1CN(CC1)C)C#N (3S)-N-[1-(4-chloro-2-cyanophenyl)-4-{2'-ethoxy-[2,3'-bipyridin]-5-yl}piperidin-4-yl]-1-methylpyrrolidine-3-carboxamide